ethylmethylhydroxyaluminum C(C)[Al](O)C